C(C)N(C(OC1=C(C(=CC(=C1)C(C)(C)C)C)OC(N(CC)CC)=O)=O)CC.COC=1C(C=C(C(C1OC)=O)C)=O 2,3-dimethoxy-5-methyl-p-benzoquinone 5-(tert-butyl)-3-methyl-1,2-phenylene bis(diethyl carbamate)